4-amino-2-(4-chlorophenyl)quinazoline NC1=NC(=NC2=CC=CC=C12)C1=CC=C(C=C1)Cl